N-((8-fluoro-1,2,3,5,6,7-hexahydro-s-indacen-4-yl)carbamoyl)-4-((((1-hydroxycyclobutyl)methyl)amino)methyl)-5-methylfuran-2-sulfonamide FC=1C=2CCCC2C(=C2CCCC12)NC(=O)NS(=O)(=O)C=1OC(=C(C1)CNCC1(CCC1)O)C